N2-(5-fluoro-1-methyl-1H-indazol-4-yl)-N4-methyl-5-(trifluoromethyl)pyrimidine-2,4-diamine FC=1C(=C2C=NN(C2=CC1)C)NC1=NC=C(C(=N1)NC)C(F)(F)F